5-[(3-{4-[(1,1-dioxo-1λ6-thian-4-yl)amino]-1-(2,2,2-trifluoroethyl)-1H-indol-2-yl}prop-2-yn-1-yl)amino]-N-hydroxypyridine-2-carboxamide O=S1(CCC(CC1)NC1=C2C=C(N(C2=CC=C1)CC(F)(F)F)C#CCNC=1C=CC(=NC1)C(=O)NO)=O